3-(2-(((2R,7aS)-2-fluorotetrahydro-1H-pyrrolizin-7a(5H)-yl)methoxy)-5,6,7,8-tetrahydropyrido[3,4-d]pyrimidin-4-yl)-3,8-diazabicyclo[3.2.1]octane-8-carboxylate F[C@@H]1C[C@@]2(CCCN2C1)COC=1N=C(C2=C(N1)CNCC2)N2CC1CCC(C2)N1C(=O)[O-]